The molecule is a 2-hydroxy fatty acid that is oleic acid which carries a hydroxy group at position 2. It is an orally bioavailable synthetic hydroxylated fatty acid which modulates the lipid content of cancer cell membranes and induces cell cycle arrest and apoptosis in several cancer cell lines. It has a role as an antineoplastic agent, an apoptosis inducer and an antihypertensive agent. It is a 2-hydroxy fatty acid, a long-chain fatty acid and a hydroxy monounsaturated fatty acid. It derives from an oleic acid. It is a conjugate acid of a 2-hydroxyoleate. CCCCCCCC/C=C\\CCCCCCC(C(=O)O)O